2-[1-(3,3-dimethylcyclohexyl)ethoxy]-2-methyl-1-propanol 1-propionate C(CC)(=O)OCC(C)(C)OC(C)C1CC(CCC1)(C)C